(S)-6-cyclobutoxy-2-methyl-N-(6-(3-methylpiperazin-1-yl)pyridazin-3-yl)-2H-indazole-5-carboxamide HCl Salt Cl.C1(CCC1)OC=1C(=CC2=CN(N=C2C1)C)C(=O)NC=1N=NC(=CC1)N1C[C@@H](NCC1)C